3-(pentylseleno)-1-(2,6,6-trimethyl-3-cyclohexen-1-yl)-1-butanone C(CCCC)[Se]C(CC(=O)C1C(C=CCC1(C)C)C)C